ClC=1C(=C(C=CC1)NC=1C(=CN=C2C=CC(=NC12)O[C@@H]1CN(CC1)C(=O)OC(C)(C)C)C#N)F tert-Butyl (S)-3-((8-((3-chloro-2-fluorophenyl)amino)-7-cyano-1,5-naphthyridin-2-yl)oxy)pyrrolidine-1-carboxylate